4-ethyl-2,3-dioxo-1-piperazinecarbonyl chloride C(C)N1C(C(N(CC1)C(=O)Cl)=O)=O